mercapto-propionate SC(C(=O)[O-])C